COCCNC1CCC(CC1)NC1=NC=CC(=N1)N1C(C2=CC=CC=C2CC1)=O 2-(((4-((2-methoxyethyl)amino)cyclohexyl)amino)pyrimidin-4-yl)-3,4-dihydroisoquinolin-1(2H)-one